CC=1C=C2C(C(=C(OC2=C(C1)[C@@H](C)NC1=C(C(=O)O)C=CC=C1)C1=CC=CC=C1)C1=CN=CS1)=O 2-[[(1R)-1-(6-Methyl-4-oxo-2-phenyl-3-thiazol-5-yl-chromen-8-yl)ethyl]amino]benzoic acid